6-(benzyloxy)-1-chloroisoquinoline-5-carbaldehyde C(C1=CC=CC=C1)OC1=C(C=2C=CN=C(C2C=C1)Cl)C=O